FC(C(C)C)(F)C1=CC(=C(C=O)C(=C1)F)F 4-(1,1-difluoro-2-methylpropyl)-2,6-difluorobenzaldehyde